NC1=CN=NC2=CC(=CC=C12)C=1C(=CC(=C(C1)B(O)O)C)OC(F)F [5-(4-AMINOCINNOLIN-7-YL)-4-(DIFLUOROMETHOXY)-2-METHYLPHENYL]BORONIC ACID